S(=O)(=O)(C1=CC=C(C)C=C1)N1C=CC2=C(C=CC=C12)C(C)(C)O 2-(1-tosyl-1H-indol-4-yl)propan-2-ol